BrC=1C=CC=2N(C3=CC=CC=C3C2C1)C1=NC(=CC=C1)N1C2=CC=CC=C2C=2C=C(C=CC12)Br 2,6-bis(3-bromo-9H-carbazol-9-yl)pyridine